(3-Methoxycyclobutyl)methanol COC1CC(C1)CO